2,2'-[Naphthalene-1,4-diylbis(methyleneoxy[1,1'-binaphthyl]-2',2-diyloxy)]di(ethan-1-ol) C1(=CC=C(C2=CC=CC=C12)COC1=C(C2=CC=CC=C2C=C1)C1=C(C=CC2=CC=CC=C12)OCCO)COC1=C(C2=CC=CC=C2C=C1)C1=C(C=CC2=CC=CC=C12)OCCO